(S)-6-Chloro-5-fluorospiro[benzo[d][1,3]oxazine-4,3'-piperidin]-2(1H)-one ClC1=C(C2=C(NC(O[C@]23CNCCC3)=O)C=C1)F